C1CNCCC12CCC(CC2)C2N(CCNC2)C2=CC(=C(C(=C2)F)C2CC(NC(C2)=O)=O)F 4-(4-(3-azaspiro[5.5]undecan-9-yl-piperazin-1-yl)-2,6-difluorophenyl)piperidine-2,6-dione